ClC1=NC=C2C(=N1)N(C(N(C2)C2=C(C=CC=C2C)C)=O)CCCCCO 7-Chloro-3-(2,6-dimethyl-phenyl)-1-(5-hydroxy-pentyl)-3,4-dihydro-1H-pyrimido[4,5-d]pyrimidin-2-one